CC1=CC(=NN1C=1C=C2C=CN(C2=CC1)CC1=CC=C(C=C1)C=1C=CC2=CN(N=C2C1)C)C(=O)N 5-Methyl-1-(1-(4-(2-methyl-2H-indazol-6-yl)benzyl)-1H-indol-5-yl)-1H-pyrazol-3-carboxamid